ClC1=C(C=C(C(=O)N2CCN(CC2)CCCC=O)C=C1)N1C(NC(CC1)=O)=O 4-(4-(4-chloro-3-(2,4-dioxotetrahydropyrimidin-1(2H)-yl)benzoyl)piperazin-1-yl)-n-butyraldehyde